1-(2-oxa-6-azaspiro[3.3]heptan-6-yl)propan-1-one C1OCC12CN(C2)C(CC)=O